(2R,3R,4R,5R)-5-(2-acetamido-1-benzoyl-6-oxo-1,6-dihydro-9H-purin-9-yl)-4-((tert-butyldimethylsilyl)oxy)-2-(((tert-butyldimethylsilyl)oxy)methyl)tetrahydrofuran-3-yl methanesulfinate CS(=O)O[C@@H]1[C@H](O[C@H]([C@@H]1O[Si](C)(C)C(C)(C)C)N1C=2N=C(N(C(C2N=C1)=O)C(C1=CC=CC=C1)=O)NC(C)=O)CO[Si](C)(C)C(C)(C)C